C1=CC=CC=2C3=CC=CC=C3C(C12)COC(=O)N[C@@H](CC1=C(C=NC=C1)F)C(=O)O N-{[(9H-fluoren-9-yl)methoxy]carbonyl}-3-(3-fluoropyridin-4-yl)-L-alanine